ClC1=CC(=C(OCC2=NC=CC(=C2)OC2CCN(CC2)CC2=NC3=C(N2CC2(CC2)OC)C=C(C=C3)C(=O)O)C=C1)F 2-{[4-({2-[(4-chloro-2-fluorophenoxy)methyl]pyridin-4-yl}oxy)piperidin-1-yl]methyl}-1-[(1-methoxycyclopropyl)methyl]-1H-1,3-benzodiazole-6-carboxylic acid